C1NCC12CC(C2)C(C2=C1CN(C(C1=C(C=C2)Cl)=O)C)O 4-[2-azaspiro[3.3]heptan-6-yl-(hydroxy)methyl]-7-chloro-2-methyl-isoindolin-1-one